C(CCCCCCCCC\C=C/CCCCCCCCCCCC(=O)N)CCCCCCCC\C=C/CCCCCCCCCCCC(=O)N ethylenebiserucamide